NC1=C(C=C2N=CC=NC2=C1C1=C(C(=CC=C1)O)C)C(=O)N (P)-7-Amino-8-(3-hydroxy-2-methylphenyl)quinoxaline-6-carboxamide